1,3,7,9-tetrahydroxy-8-(methylsulfonyl)benzofuro[3,2-b]chromen-5-ium OC1=C2C=C3C(=[O+]C2=CC(=C1)O)C1=C(O3)C(=C(C(=C1)O)S(=O)(=O)C)O